hexa(tridecyl)-1,1,3-tris(2-methyl-5-tert-butyl-4-hydroxyphenyl)butane triphosphite P(O)(O)O.P(O)(O)O.P(O)(O)O.C(CCCCCCCCCCCC)C(C(C(C(C1=C(C=C(C(=C1)C(C)(C)C)O)C)(C1=C(C=C(C(=C1)C(C)(C)C)O)C)CCCCCCCCCCCCC)(CCCCCCCCCCCCC)CCCCCCCCCCCCC)(C1=C(C=C(C(=C1)C(C)(C)C)O)C)CCCCCCCCCCCCC)CCCCCCCCCCCCC